C1(CC1)C=1C=CC(=NC1F)[C@@H](NC(=O)[C@H]1N(C[C@@H](C1)F)C(CN1N=NN=C1C(F)F)=O)C1=CC=CC=C1 (2S,4R)-N-((S)-(5-cyclopropyl-6-fluoropyridin-2-yl)(phenyl)methyl)-1-(2-(5-(difluoromethyl)-1H-tetrazol-1-yl)acetyl)-4-fluoropyrrolidine-2-carboxamide